N1=CN=C(C=C1)S(=O)(=O)[O-] 4-pyrimidinesulfonate